CN1N=C(C=C1C)CNC(COC=1C=CC=C2C(=NN(C12)C)C1C(NC(CC1)=O)=O)=O N-((1,5-Dimethyl-1H-pyrazol-3-yl)methyl)-2-((3-(2,6-dioxopiperidin-3-yl)-1-methyl-1H-indazol-7-yl)oxy)acetamide